OC(C#CC1=CN=C2N1C=C(C=C2)C=2C=CC(=C(C2)NC(=O)N2OCC[C@H]2C2=CC=CC=C2)C)(C)C (S)-N-(5-(3-(3-hydroxy-3-methylbut-1-yn-1-yl)imidazo[1,2-a]pyridin-6-yl)-2-methylphenyl)-3-phenylisooxazolidine-2-carboxamide